8-(6-tert-butylpyridin-3-yl)-3-methyl-6-oxo-2H,3H,4H,6H-pyrido[2,1-b][1,3]thiazine-7-carbonitrile C(C)(C)(C)C1=CC=C(C=N1)C=1C=C2SCC(CN2C(C1C#N)=O)C